4-carboxycinnamic acid C(=O)(O)C1=CC=C(C=CC(=O)O)C=C1